C1(CCC1)C1=CC=C2C=C(C(=NC2=C1B1OC(C(O1)(C)C)(C)C)OC)C(=O)[O-] 7-cyclobutyl-2-methoxy-8-(4,4,5,5-tetramethyl-1,3,2-dioxaborolan-2-yl)quinoline-3-carboxylate